2-(3-(3-((Benzo[d][1,3]Dioxol-5-Ylmethyl)Carbamoyl)-1H-Pyrazol-5-Yl)Phenyl)-N-(Pentan-3-Yl)Oxazole-5-Carboxamide O1COC2=C1C=CC(=C2)CNC(=O)C2=NNC(=C2)C=2C=C(C=CC2)C=2OC(=CN2)C(=O)NC(CC)CC